(R or S)-3-methyl-2-(2-(4,5,6,7-tetrahydro-1H-benzo[d]imidazol-5-yl)-2H-pyrazolo[3,4-b]pyridin-6-yl)-5-(trifluoromethyl)phenol CC=1C(=C(C=C(C1)C(F)(F)F)O)C=1C=CC=2C(N1)=NN(C2)[C@H]2CC1=C(NC=N1)CC2 |o1:21|